BrC=1C=C2C(=NC1)N(C=C2C)[C@H]2C(CN(CC2)C(=O)OC(C)(C)C)=O |r| rac-tert-Butyl 4-(5-bromo-3-methyl-1H-pyrrolo[2,3-b]pyridine-1-yl)-3-oxopiperidine-1-carboxylate